1-(3-methoxypropyl)-N,N-dimethyl-1H-pyrazole-5-carboxamide COCCCN1N=CC=C1C(=O)N(C)C